trans-hexynol C(#CCCCC)O